8-ethyl-2,6,6-trimethyl-6,8-dihydro-7H-pyrrolo[3,2-g]quinazolin-7-one C(C)N1C(C(C=2C=C3C=NC(=NC3=CC21)C)(C)C)=O